2,5-diamino-3,4-dimethyl-benzimidazole NC=1N(C2=C(N1)C=CC(=C2C)N)C